(2R,1'R,3'R)-3-(2-Cyclopentyl-2-phenyl-2-hydroxyacetoxy)-1-(methoxycarbonylmethyl)-1-methylpyrrolidinium bromid [Br-].C1(CCCC1)[C@@](C(=O)OC1C[N+](CC1)(C)CC(=O)OC)(O)C1=CC=CC=C1